3-methylsulfanyl-N-phenylaniline CSC=1C=C(NC2=CC=CC=C2)C=CC1